NC=1C(=NC2=CC=CC=C2N1)C#N 3-amino-2-cyano-quinoxaline